C(C=1C(C(=O)O)=CC=CC1)(=O)O.C1(=CC=CC=C1)O.C1(=CC=CC=C1)O diphenol phthalate